(1-((1R,3S,4S)-2-Azabicyclo[2.2.1]heptane-3-carbonyl)piperidin-4-yl)(1-(4-fluoro-2-(4-isopropylthiazol-5-yl)phenyl)-1H-pyrrolo[2,3-c]pyridin-3-yl)methanone [C@@H]12N[C@@H]([C@@H](CC1)C2)C(=O)N2CCC(CC2)C(=O)C2=CN(C1=CN=CC=C12)C1=C(C=C(C=C1)F)C1=C(N=CS1)C(C)C